N-(6-bromo-5-fluoro-3-pyridyl)acetamide BrC1=C(C=C(C=N1)NC(C)=O)F